6-[[(1R,2S,5S)-3-[(2S)-3,3-dimethyl-2-[(2,2,2-trifluoroacetyl)amino]butanoyl]-6,6-dimethyl-3-azabicyclo[3.1.0]hexane-2-carbonyl]amino]-5,7-dihydrocyclopenta[b]pyridine-6-carboxamide CC([C@@H](C(=O)N1[C@@H]([C@H]2C([C@H]2C1)(C)C)C(=O)NC1(CC=2C(=NC=CC2)C1)C(=O)N)NC(C(F)(F)F)=O)(C)C